C(C)(=O)N1[C@H](CC(C1)C1=NC(=CN=C1)C1=CC(=C(C=C1)OC(F)F)OCC1CC1)C(=O)NCC (2R)-1-acetyl-4-(6-(3-(cyclopropylmethoxy)-4-(difluoromethoxy)phenyl)pyrazin-2-yl)-N-ethylpyrrolidine-2-carboxamide